(2S)-2-[(2S)-2-[(2S)-3-(4-hydroxyphenyl)-2-{[(2S)-pyrrolidin-2-yl]formamido}propanamido]-3-(1-methyl-1H-imidazol-5-yl)propanamido]-5,5-dimethylhexanoic acid OC1=CC=C(C=C1)C[C@@H](C(=O)N[C@H](C(=O)N[C@H](C(=O)O)CCC(C)(C)C)CC1=CN=CN1C)NC(=O)[C@H]1NCCC1